C(C1=CC=CC=C1)OC/C(=N/O)/Cl (Z)-2-(benzyloxy)-N-hydroxyacetimidoyl chloride